(S)-6-(4-(2-hydroxy-1-phenylethylamino)-5-(1,3,4-oxadiazol-2-yl)pyrimidin-2-ylamino)-2',3',5',6'-tetrahydro-3H-spiro[isobenzofuran-1,4'-pyran]-3-one OC[C@H](C1=CC=CC=C1)NC1=NC(=NC=C1C=1OC=NN1)NC1=CC=C2C(OC3(CCOCC3)C2=C1)=O